(E)-N'-(4-bromo-5-chloro-2-iodonaphthalen-1-yl)-N,N-dimethylmethanimidamide BrC1=CC(=C(C2=CC=CC(=C12)Cl)/N=C/N(C)C)I